CC1(COCC1)COC(=S)SC ((3-methyloxolan-3-yl)methoxy)(methylsulfanyl)methanethione